6-methyl-ethyl-benzene CC1=CC=CC=C1CC